CC1C=CC(O1)=O 5-methyl-furan-2(5H)-one